2-((2-(1H-imidazol-4-yl)-6,7-dihydro-5H-cyclopenta[d]pyrimidin-4-yl)(methyl)amino)-N-(1-hydroxy-2-methylpropan-2-yl)acetamide hydrochloride Cl.N1C=NC(=C1)C=1N=C(C2=C(N1)CCC2)N(CC(=O)NC(CO)(C)C)C